N-[(8-nitronaphthalen-1-yl)sulfonyl]acetamide tert-butyl-cyclobutyl(1-(3-oxo-7-(trifluoromethyl)isoindolin-5-yl)ethyl)carbamate C(C)(C)(C)OC(N(C(C)C=1C=C2C(NCC2=C(C1)C(F)(F)F)=O)C1CCC1)=O.[N+](=O)([O-])C=1C=CC=C2C=CC=C(C12)S(=O)(=O)NC(C)=O